(4-amino-5,5-dimethyl-7-nitro-6H-benzo[H]quinazolin-8-yl) triflate O(S(=O)(=O)C(F)(F)F)C=1C=CC2=C(CC(C=3C(=NC=NC23)N)(C)C)C1[N+](=O)[O-]